FC1=C(C=CC=C1[N+](=O)[O-])C=1C(=NN(N1)C)CN(C(OC(C)(C)C)=O)C([2H])([2H])[2H] tert-butyl ((5-(2-fluoro-3-nitrophenyl)-2-methyl-2H-1,2,3-triazol-4-yl)methyl)(methyl-d3)carbamate